glutathione triphosphate OP(O)(=O)OP(=O)(O)OP(=O)(O)O.N[C@H](C(=O)O)CCC(=O)N[C@@H](CS)C(=O)NCC(=O)O